3-BROMOBENZYLISOCYANIDE BrC=1C=C(C[N+]#[C-])C=CC1